naphthalen-2-yl-(5-(naphthalen-2-yl)oxazol-2-yl)methanone C1=C(C=CC2=CC=CC=C12)C(=O)C=1OC(=CN1)C1=CC2=CC=CC=C2C=C1